ClC1=CC=C2C(=CNC2=C1OC(F)F)S(=O)(=O)NC1=NC(=C(C=C1F)F)OC 6-chloro-7-(difluoromethoxy)-N-(3,5-difluoro-6-methoxypyridin-2-yl)-1H-indole-3-sulfonamide